NC1=C2NC(N(C2=NC(=N1)NCCCC)CC=1C=CC(=NC1)NCCN(CCNC(CON)=O)C)=O N-(2-((2-(5-((6-amino-2-(butylamino)-8-oxo-7H-purin-9(8H)-yl)methyl)pyridin-2-ylamino)ethyl)(methyl)amino)ethyl)-2-(aminooxy)acetamide